13(E)-docosenoic acid CCCCCCCCC=CCCCCCCCCCCCC(=O)O